C(C)OC(=O)C=1C(=C(SC1N=CC=1SC(=CC1)[N+](=O)[O-])N)C(=O)OCC diethyl-2-amino-5-(5-nitrothiophene-2-yl)methyleneaminothiophene-3,4-dicarboxylic acid